2-(5-chloro-4-methyl-2-oxo-1,2-dihydro-1,6-naphthyridin-3-yl)acetic acid ClC1=C2C(=C(C(NC2=CC=N1)=O)CC(=O)O)C